N-(5-(4-((3-ethyl-2,4-dioxo-1,2,3,4-tetrahydrothieno[3,2-d]pyrimidin-6-yl)methyl)piperazin-1-yl)-6-fluoropyridin-2-yl)acetamide C(C)N1C(NC2=C(C1=O)SC(=C2)CN2CCN(CC2)C=2C=CC(=NC2F)NC(C)=O)=O